ClC=1C=C2C=C(NC2=C(C1)NC1CCC(CC1)NC)C1=CC=CC=C1 N1-(5-chloro-2-phenyl-1H-indol-7-yl)-N4-methylcyclohexane-1,4-diamine